N-(4-chlorophenyl)-4-(((2-(dimethylamino)ethyl)amino)methylene)-3,5-dioxocyclohexane-1-carboxamide ClC1=CC=C(C=C1)NC(=O)C1CC(C(C(C1)=O)=CNCCN(C)C)=O